6,7-difluoro-2,3-dihydrobenzofuran FC1=C(C2=C(CCO2)C=C1)F